2-(4-Methyl-piperazin-1-yl)-5-oxo-5H-7-thia-1,11b-diaza-benzo[c]fluorene-6-carboxylic acid (5-methyl-pyrazin-2-ylmethyl)-amide CC=1N=CC(=NC1)CNC(=O)C=1C(C2=C(N3C=4C=CC=CC4SC13)N=C(C=C2)N2CCN(CC2)C)=O